NC1=NC=CC(=C1[N+](=O)[O-])C=1C=NN(C1)C=1OC=C(N1)CC#N 2-(2-(4-(2-amino-3-nitropyridin-4-yl)-1H-pyrazol-1-yl)Oxazol-4-yl)acetonitrile